C(C)(C)(C)OC(=O)N1[C@H](CN(CC1)CC1=C(C(=CC(=C1)C)NC=1OC(=NN1)C1=NON=C1C)C)C (2S)-4-[[2,5-dimethyl-3-[[5-(4-methyl-1,2,5-oxadiazol-3-yl)-1,3,4-oxadiazol-2-yl]amino]phenyl]methyl]-2-methyl-piperazine-1-carboxylic acid tert-butyl ester